FC1=C2C(=CNC(C2=CC=C1)=O)[N+](=O)[O-] 5-fluoro-4-nitroisoquinolin-1(2H)-one